C(C)C1(N(C(CC(C1C)=O)(C)CC)OC(C)C1=CC=CC=C1)C 2,6-diethyl-2,3,6-trimethyl-1-(1-phenylethoxy)-4-piperidinone